benzyl (2S)-4-(2-chloro-7-(6-fluoro-2,2-dimethyl-2,3-dihydro-4H-benzo[b][1,4]oxazin-4-yl)-5,6,7,8-tetrahydroquinazolin-4-yl)-2-(cyanomethyl)piperazine-1-carboxylate ClC1=NC=2CC(CCC2C(=N1)N1C[C@@H](N(CC1)C(=O)OCC1=CC=CC=C1)CC#N)N1C2=C(OC(C1)(C)C)C=CC(=C2)F